N(C1=CC=CC=C1)C1=C(NC2=C1C(N(C=C2CC(F)F)C)=O)C2=CC(=NC=C2)NC(CC2=CC=C(C=C2)F)=O N-{4-[3-anilino-7-(2,2-difluoroethyl)-5-methyl-4-oxo-4,5-dihydro-1H-pyrrolo[3,2-c]pyridin-2-yl]pyridin-2-yl}-2-(4-fluorophenyl)acetamide